methyl-methoxybis(N-methylacetamido)silane C[Si](N(C(C)=O)C)(N(C(C)=O)C)OC